p-hydroxybenzene oxygen [O].OC1=CC=CC=C1